C(C)(=O)NC1=CC2=C(C=N1)C=NN2C=2SC(=C(N2)C(=O)OCC)C ethyl 2-(6-acetamido-1H-pyrazolo[4,3-C]pyridin-1-yl)-5-methylthiazole-4-carboxylate